aminoaminobutyronitrile NNC(C#N)CC